racemic-tert.-butyl 5-{[2-(5-chloropyridin-2-yl)imidazo[1,2-a]pyridin-3-yl]methyl}-2,5-diazabicyclo[2.2.2]octane-2-carboxylate ClC=1C=CC(=NC1)C=1N=C2N(C=CC=C2)C1CN1C2CN(C(C1)CC2)C(=O)OC(C)(C)C